COC1=C(C=C(C(=O)O)C=C1)S(NCCN1CCOCC1)(=O)=O 4-methoxy-3-(N-(2-morpholinoethyl)sulfamoyl)benzoic acid